O=C1NC(CCC1N1C(C2=CC=CC(=C2C1=O)OCC(=O)NCCOCCOCCOCC(=O)O)=O)=O 2-[2-[2-[2-[[2-[2-(2,6-dioxo-3-piperidyl)-1,3-dioxo-isoindolin-4-yl]oxyacetyl]amino]ethoxy]ethoxy]ethoxy]acetic acid